HEXEN-2-AL CCC/C=C/C=O